CN(C1=CC=C(C=C1)NC(C1=CC=CC=C1)=O)CC(C)(C)C N-(4-(methyl-(neopentyl)amino)phenyl)Benzamide